C(=O)(O)CCC1=C(C=CC=C1)B(O)O (2-carboxyethyl)-phenylboronic acid